2-(pyrazin-2-ylamino)thiazol N1=C(C=NC=C1)NC=1SC=CN1